6-chloro-3-(((R)-1-(2-cyano-3-((3S,4S)-3,4-difluoropyrrolidin-1-yl)-7-methylquinoxalin-5-yl)ethyl)amino)picolinic acid ClC1=CC=C(C(=N1)C(=O)O)N[C@H](C)C1=C2N=C(C(=NC2=CC(=C1)C)C#N)N1C[C@@H]([C@H](C1)F)F